2-(4-(1-propenoyl-1,2,5,6-tetrahydropyridin-3-yl)-1H-pyrazol-1-yl)-N-(5-chloro-4-(1H-indol-3-yl)pyrimidin-2-yl)propionamide C(C=C)(=O)N1CC(=CCC1)C=1C=NN(C1)C(C(=O)NC1=NC=C(C(=N1)C1=CNC2=CC=CC=C12)Cl)C